S(=O)(=O)=CC1=CC=CC=C1 sulfonylphenylmethane